C(C)(C)(C)OC(=O)N([C@H](C(=O)N(C)[C@@H](C(=O)OC)CN1N=NC(=C1)C1=CC=CC=C1)CC(C)C)C methyl (R)-2-((S)-2-((tert-butoxycarbonyl)(methyl)amino)-N,4-dimethylpentanamido)-3-(4-phenyl-1H-1,2,3-triazol-1-yl)propanoate